FC=1C(=C2CN(C(C2=CC1)=O)C1C(NC(CC1)=O)=O)SCC1=CC=C(C=C1)CN[C@@H]1[C@@]2(CC[C@H](C1)C2(C)C)C 3-(5-fluoro-1-oxo-4-((4-((((1R,2S,4R)-1,7,7-trimethylbicyclo[2.2.1]heptan-2-yl)amino)methyl)benzyl)thio)isoindolin-2-yl)piperidine-2,6-dione